NC1=NN(C=C1C1=C(C(=C(C=C1)C=1C=NC(=CC1)F)N1CCC(CC1)C1=NN=CN1C)C#N)C(=O)OC(C)(C)C tert-butyl 3-amino-4-[2-cyano-4-(6-fluoropyridin-3-yl)-3-[4-(4-methyl-1,2,4-triazol-3-yl)piperidin-1-yl]phenyl]pyrazole-1-carboxylate